C(C1=CC=CC=C1)OC=1C=NC(=NC1)N1CCN(CC(C1)O)C(=O)OC(C)(C)C tert-butyl 4-(5-(benzyloxy) pyrimidin-2-yl)-6-hydroxy-1,4-diazacycloheptane-1-carboxylate